(R)-4-((1-(tert-Butoxycarbonyl)piperidin-3-yl)amino)-2-chloropyrimidine-5-carboxylic acid ethyl ester C(C)OC(=O)C=1C(=NC(=NC1)Cl)N[C@H]1CN(CCC1)C(=O)OC(C)(C)C